NC1=C2N=CN(C2=NC(=N1)F)[C@H]1C[C@@H]([C@@](O1)(C#C)CO[P@@](=O)(OC1=CC=CC=C1)N[C@@H](C)C(=O)OC(CCCCCC)CCCCCC)O Tridecan-7-yl ((R)-(((2R,3S,5R)-5-(6-amino-2-fluoro-9H-purin-9-yl)-2-ethynyl-3-hydroxytetrahydrofuran-2-yl) methoxy)(phenoxy)phosphoryl)-L-alaninate